FC1(CN(C1)C1=NC2=CC=CC(=C2N=C1)NC(C1=C(C=C(C=C1)NS(=O)(=O)CCO)N1CCC2(CC2)CC1)=O)F N-(2-(3,3-difluoroazetidin-1-yl)quinoxalin-5-yl)-4-((2-hydroxyethyl)sulfonamido)-2-(6-azaspiro[2.5]octan-6-yl)benzamide